CN1C(=NC2=C1C=CC(=C2)S(=O)(=O)Cl)C 1,2-dimethyl-1H-benzo[d]imidazole-5-sulfonyl chloride